methyl 2-[3,5-dichloro-4-[(E)-6-[2,6-dichloro-4-(3-methoxy-3-oxo-propyl)phenoxy]hex-3-enoxy]phenyl]-1,3-benzoxazole-6-carboxylate ClC=1C=C(C=C(C1OCC\C=C\CCOC1=C(C=C(C=C1Cl)CCC(=O)OC)Cl)Cl)C=1OC2=C(N1)C=CC(=C2)C(=O)OC